C(CCC)OB(CCC)CCC Butoxydipropylboron